(2R,3S,5S)-4-[[3-(3-chloro-4-fluoro-2-methoxy-phenyl)-5-methyl-5-(trifluoromethyl)tetrahydrofuran-2-carbonyl]amino]pyridine-2-carboxamide ClC=1C(=C(C=CC1F)[C@H]1[C@@H](O[C@@](C1)(C(F)(F)F)C)C(=O)NC1=CC(=NC=C1)C(=O)N)OC